C(C1=CC=CC=C1)OC(=O)C1CCC(C(CC1)C)N 4-amino-5-methylcycloheptane-1-carboxylic acid benzyl ester